N-(2-(2-(((2-fluoropyridin-3-yl)methyl)((1-(phenylsulfonyl)-1H-indol-3-yl)methyl)amino)ethoxy)ethyl)-N-propylcyclopentanamine FC1=NC=CC=C1CN(CCOCCN(C1CCCC1)CCC)CC1=CN(C2=CC=CC=C12)S(=O)(=O)C1=CC=CC=C1